CNCC[C@@H](C=1SC=CC1)OC=1C=CC=C2C=CC=NC12 (S)-N-methyl-3-(quinolin-8-yloxy)-3-(thiophen-2-yl)propan-1-amine